4-{1-[2-fluoro-5-(4,4,5,5-tetramethyl-[1,3,2]dioxaborolan-2-yl)-phenyl]-ethoxy}-1,1a,6,6a-tetrahydro-cyclopropa[a]indene-1-carboxylic acid, ethyl ester FC1=C(C=C(C=C1)B1OC(C(O1)(C)C)(C)C)C(C)OC1=CC=2CC3C(C2C=C1)C3C(=O)OCC